7-(1-(adamantan-1-ylmethyl)-5-methyl-1H-pyrazol-4-yl)-2-amino-[1,2,4]triazolo[1,5-a]pyridine-8-carboxylic acid methyl ester COC(=O)C=1C=2N(C=CC1C=1C=NN(C1C)CC13CC4CC(CC(C1)C4)C3)N=C(N2)N